4-[[(2R,3S,4S,5R)-3-[3,4-Difluoro-2-(trideuteriomethoxy)phenyl]-4,5-dimethyl-5-(trifluoromethyl)tetrahydrofuran-2-carbonyl]amino]-1-oxido-pyridin-1-ium-2-carboxamid FC=1C(=C(C=CC1F)[C@H]1[C@@H](O[C@]([C@H]1C)(C(F)(F)F)C)C(=O)NC1=CC(=[N+](C=C1)[O-])C(=O)N)OC([2H])([2H])[2H]